C(C=C)N1N(C2=NC(=NC=C2C1=O)NC1=CC=C(C=C1)N1[C@@H](CN(CC1)C)C)C1=CC=C2C(=N1)[C@](CC2)(C)O 2-allyl-6-((4-((R)-2,4-dimethylpiperazin-1-yl)phenyl)amino)-1-((R)-7-hydroxy-7-methyl-6,7-dihydro-5H-cyclopenta[b]pyridin-2-yl)-1,2-dihydro-3H-pyrazolo[3,4-d]pyrimidin-3-one